[Mn+2].ClC1(N2CCN(CCCN(CCN(C(C1)C1=CC=CC=C1)C)CC2)C)Cl Dichloro-5,12-dimethyl-4-phenyl-1,5,8,12-tetraazabicyclo[6.6.2]hexadecane Manganese(II)